8-(2-azabicyclo[2.1.1]hexan-2-yl)-N-(2-fluorocyclobutyl)-7-(1H-pyrazol-4-yl)-[1,2,4]triazolo[1,5-c]pyrimidin-2-amine C12N(CC(C1)C2)C=2C=1N(C=NC2C=2C=NNC2)N=C(N1)NC1C(CC1)F